CN(CC=CC(=O)NC1=C2C=CN(C2=CC=C1)CC1=CC(=CC=C1)C(F)(F)F)C 4-(dimethylamino)-N-(1-(3-(trifluoromethyl)benzyl)-1H-indol-4-yl)but-2-enamide